OC(C(=O)O)(C1=CC=CC=C1)C1=CC=C(C=C1)OC 2-hydroxy-2-(4-methoxyphenyl)-2-phenylacetic acid